C(=CCCCC)C1CCC(O1)=O 5-hex-1-enyloxolan-2-one